6-((4-(2,3-dichlorophenyl)piperazin-1-yl)sulfonyl)-3,4-dihydroquinolin-2(1H)-one ClC1=C(C=CC=C1Cl)N1CCN(CC1)S(=O)(=O)C=1C=C2CCC(NC2=CC1)=O